CC1=C(OC(C(=O)OCC)C)C(=CC(=C1)CN1N=CN(C1=O)C1=CC=C(C=C1)OC(F)(F)F)C Ethyl 2-(2,6-dimethyl-4-((5-oxo-4-(4-(trifluoromethoxy)phenyl)-4,5-dihydro-1H-1,2,4-triazol-1-yl)methyl)phenoxy)propionate